6-chloro-5-methyl-1H-pyrazolo[3,4-b]pyrazine ClC1=C(N=C2C(=N1)NN=C2)C